COCOC=1C(=CC2=CN(N=C2C1)C)C=1N=C2C=CC=NC2=CC1 6-[6-(methoxymethoxy)-2-methylindazol-5-yl]-1,5-naphthyridine